(Z)-2-(1-(4-hydroxy-3,5-dimethoxybenzylidene)-5-methoxy-2-methyl-1H-inden-3-yl)acetic acid OC1=C(C=C(\C=C/2\C(=C(C3=CC(=CC=C23)OC)CC(=O)O)C)C=C1OC)OC